(7S,8aS)-2-(6-methylpyridazin-3-yl)-7-(3-(quinoxalin-5-yl)propyl)hexahydropyrrolo[1,2-a]pyrazin-6(2H)-one CC1=CC=C(N=N1)N1C[C@H]2N(CC1)C([C@H](C2)CCCC2=C1N=CC=NC1=CC=C2)=O